FC1=CC2=CC(N=C2C=C1)=O (E)-5-fluoro-indol-2-one